5'-methyl-4-pentyl-2'-(prop-1-en-2-yl)-3-(pyrazin-2-yl)-1',2',3',4'-tetrahydro-[1,1'-biphenyl]-2,6-diol CC=1CCC(C(C1)C=1C(=C(C(=CC1O)CCCCC)C1=NC=CN=C1)O)C(=C)C